COC1=CC(=CC(=C1O[C@@H](CO)[C@H](C2=CC(=C(C=C2)O)OC)O)OC)O The molecule is a lignan that consists of propane-1,3-diol substituted by a 4-hydroxy-3-methoxyphenyl substituent at position 1 and a 4-hydroxy-2,6-dimethoxyphenoxy substituent at position 2. It has been isolated from the stems of Sinocalamus affinis. It has a role as a plant metabolite. It is a member of phenols, a primary alcohol, a dimethoxybenzene, a secondary alcohol and a lignan.